2,2-diphenyl-N,N-dimethylaminosulfonyl-ethane C1(=CC=CC=C1)C(CS(=O)(=O)N(C)C)C1=CC=CC=C1